The molecule is an organic calcium salt that is the hemicalcium salt of (1S,2S,5R)-AH23848. It contains a (1S,2S,5R)-AH23848(1-). It is an enantiomer of a (1R,2R,5S)-AH23848 hemicalcium salt. C1N(CCOC1)[C@@H]2C(=O)C[C@H]([C@H]2CC/C=C\\CCC(=O)[O-])OCC3=CC=C(C=C3)C4=CC=CC=C4.C1N(CCOC1)[C@@H]2C(=O)C[C@H]([C@H]2CC/C=C\\CCC(=O)[O-])OCC3=CC=C(C=C3)C4=CC=CC=C4.[Ca+2]